Sulfonium triflate [O-]S(=O)(=O)C(F)(F)F.[SH3+]